4-[(5-Fluoro-6-methyl-2-pyridyl)sulfanyl]-6-[1-[(3S)-3-piperidyl]pyrazol-4-yl]pyrazolo[1,5-a]pyridine-3-carbonitrile FC=1C=CC(=NC1C)SC=1C=2N(C=C(C1)C=1C=NN(C1)[C@@H]1CNCCC1)N=CC2C#N